2-(3-((R)-((1s,3S)-3-(difluoromethoxy)cyclobutyl)(4-methyl-4H-1,2,4-triazol-3-yl)methyl)phenyl)-6-(((1-methylcyclobutyl)amino)methyl)-4-(trifluoromethyl)isoindolin-1-one FC(OC1CC(C1)[C@H](C=1C=C(C=CC1)N1C(C2=CC(=CC(=C2C1)C(F)(F)F)CNC1(CCC1)C)=O)C1=NN=CN1C)F